5-amino-3-(4-bromophenyl)-1-(2-methyltetrahydrofuran-3-yl)pyrazole-4-carbonitrile NC1=C(C(=NN1C1C(OCC1)C)C1=CC=C(C=C1)Br)C#N